FC1(CC1)C1=NNC(=N1)C1CC2(CN(C2)C(=O)N2CC3(C2)CC(C3)CC=3N=NC(=CC3)C(F)(F)F)C1 [6-[3-(1-fluorocyclopropyl)-1H-1,2,4-triazol-5-yl]-2-azaspiro[3.3]heptan-2-yl]-[6-[[6-(trifluoromethyl)pyridazin-3-yl]methyl]-2-azaspiro[3.3]heptan-2-yl]methanone